OC1=C(C=CC=C1)NC=CN(C=O)C(C)C N-(2-((2-hydroxyphenyl)amino)vinyl)-N-isopropylcarboxamide